ClC1=C(C=CC=C1)C(=O)C1=CCCC1 (2-chlorophenyl)-1-cyclopentene-1-yl ketone